ClC=1C=CC(=C(C1)N1CON(CO1)C(C(=O)NC1=CC2=CN(N=C2C=C1)C)CC1CCC1)N1N=NC(=C1)Cl 2-(4-(5-Chloro-2-(4-chloro-1H-1,2,3-triazol-1-yl)phenyl)-2,5-dioxapiperazin-1-yl)-3-cyclobutyl-N-(2-methyl-2H-indazol-5-yl)propanamide